2,2-dimethyl-thiazolidine hydrochloride Cl.CC1(SCCN1)C